1-aza-2-cyclododecanone N1C(CCCCCCCCCC1)=O